C(C)OC(=O)N1CC2CC(C1)C2 3-azabicyclo[3.1.1]Heptane-3-carboxylic acid ethyl ester